7-bromo-6-chloro-4-hydroxyquinoline-3-carboxylic acid BrC1=C(C=C2C(=C(C=NC2=C1)C(=O)O)O)Cl